FC1=CC=C(OC2=C3CC[C@@H](N(C3=CC=C2C=2C=NN(C2)C2C(CN(CC2)C)OC)C(=O)OC)C)C=C1 (2S)-Methyl 5-(4-fluorophenoxy)-6-(1-(3-methoxy-1-methylpiperidin-4-yl)-1H-pyrazol-4-yl)-2-methyl-3,4-dihydroquinoline-1(2H)-carboxylate